3-((6-chloro-4-(4-hydroxy-4-methylpiperidin-1-yl)pyridin-3-yl)ethynyl)tetrahydrothiophene-1,1-dioxide ClC1=CC(=C(C=N1)C#CC1CS(CC1)(=O)=O)N1CCC(CC1)(C)O